CC1=C(C(=O)[O-])C=CC=C1S(NC1=NC(=CC(=N1)C1=C(C=CC=C1C([2H])([2H])[2H])C([2H])([2H])[2H])Cl)(=O)=O.N1[C@@H](CCC1)C(=O)O.[Li+] lithium proline methyl-3-[[4-[2,6-bis(trideuterio-methyl)phenyl]-6-chloro-pyrimidin-2-yl]sulfamoyl]benzoate